4'-METHYLACETOPHENONE CC1=CC=C(C=C1)C(C)=O